FC1(C(C(C(C1(OCC(C(C(F)(F)F)(F)F)(F)F)F)(F)F)(F)F)(F)F)F 1,1,2,2,3,3,4,4,5-nonafluoro-5-(2,2,3,3,4,4,4-heptafluorobutoxy)cyclopentane